FC1=C(C=CC(=C1)S(=O)(=O)C)C1=CC=C2C(=N1)SC(=N2)OC(C)C2CCN(CC2)C2=NC(=NO2)C(C)C 5-(4-(1-((5-(2-fluoro-4-(methyl-sulfonyl)phenyl)thiazolo[5,4-b]pyridin-2-yl)oxy)ethyl)piperidin-1-yl)-3-isopropyl-1,2,4-oxadiazole